C1NCC12CC(C2)CN2N=CC1=C(C=C(C=C21)C(=O)N)C2=NN=C(N2)C2=CC(=NN2CC)C 1-[(2-azaspiro[3.3]heptan-6-yl)methyl]-4-[5-(1-ethyl-3-methyl-1H-pyrazol-5-yl)-4H-1,2,4-triazol-3-yl]-1H-indazole-6-carboxamide